CC1(OC2=C(C1)C=C(C(=C2)N2CCOCC2)NC(=O)C=2C=NN1C2N=CC(=C1)CO)C N-(2,2-dimethyl-6-morpholino-2,3-dihydrobenzofuran-5-yl)-6-(hydroxy-methyl)pyrazolo[1,5-a]pyrimidine-3-carboxamide